FC=1C(=C2C3C=CC(C2=CC1)O3)C 4-fluoro-3-methyl-11-oxatricyclo[6.2.1.02,7]undeca-2,4,6,9-tetraene